COC1=NC(=NC=C1)N1CCN(CC1)C(=O)C=1N=C(C2=C(N1)OC(=C2)C)NC2(CC2)C [4-(4-methoxypyrimidin-2-yl)piperazine-1-carbonyl]-6-methyl-N-(1-methylcyclopropyl)furo[2,3-d]pyrimidin-4-amine